C1(=CC(=CC=C1)OCCOC=1C=C(C=CC1)C)C 1,2-bis(m-tolyloxy)ethane